NC=1C=C(N=NC1)NC(=O)C1CC1 N-(5-aminopyridazin-3-yl)cyclopropanecarboxamide